4-methyl-6-(3-(2-oxoethyl)-1H-pyrrolo[3,2-b]pyridin-1-yl)pyridine-3-carbonitrile CC1=C(C=NC(=C1)N1C=C(C2=NC=CC=C21)CC=O)C#N